BrC1=C(C(=CC(=N1)N(CC1=CC=C(C=C1)OC)CC1=CC=C(C=C1)OC)C)C(F)(F)F 6-bromo-N,N-bis(4-methoxyphenyl)methyl-4-methyl-5-(trifluoromethyl)pyridin-2-amine